3H-spiro[furo[2,3-b]pyridin-2,4'-piperidin]-3-amine N1CCC2(CC1)C(C=1C(=NC=CC1)O2)N